ClC=1C=C(C=CC1)C(CCCCCOB([O-])[O-])(C1=CC(=CC=C1)Cl)C1=CC(=CC=C1)Cl.C(CCC)[P+](CCCCCCCCCCCCCC)(CCCC)CCCC.C(CCC)[P+](CCCC)(CCCC)CCCCCCCCCCCCCC tributyltetradecylphosphonium tri(3-chlorophenyl)hexylborate